N(=[N+]=[N-])[C@@H]1[C@H]([C@H]([C@H](OC1OC)CO)O)O (2R,3R,4R,5R)-5-azido-2-(hydroxymethyl)-6-methoxytetrahydro-2H-pyran-3,4-diol